(S,E)-N7-(1-((4-Isobutyl-1H-benzo[d]imidazol-2-yl)methyl)-2-oxo-1,2-dihydropyridin-3-yl)-6-(3-methoxypropanamido)-N1,N1-dimethylhept-2-endiamid C(C(C)C)C1=CC=CC=2NC(=NC21)CN2C(C(=CC=C2)NC([C@H](CC/C=C/C(=O)N(C)C)NC(CCOC)=O)=O)=O